1-(7-(Piperidin-4-yl)isoquinolin-4-yl)dihydropyrimidine-2,4(1H,3H)-dione N1CCC(CC1)C1=CC=C2C(=CN=CC2=C1)N1C(NC(CC1)=O)=O